Tert-butyl (R)-2-((4-fluoro-3-(((R)-1-(2-methylpyrimidin-5-yl)ethyl)carbamoyl)-5-(5-methylthiazol-2-yl) phenoxy)methyl)morpholine-4-carboxylate FC1=C(C=C(OC[C@H]2CN(CCO2)C(=O)OC(C)(C)C)C=C1C=1SC(=CN1)C)C(N[C@H](C)C=1C=NC(=NC1)C)=O